1,2-Dimethylcyclohexane CC1C(CCCC1)C